tert-Butyl 4-hydroxy-3-methoxyphenethylcarbamate OC1=C(C=C(CCNC(OC(C)(C)C)=O)C=C1)OC